(S)-2-amino-4-(1H-tetrazol-5-yl)butanoic acid N[C@H](C(=O)O)CCC1=NN=NN1